(+/-)-endo-trans-2-(hydroxymethyl)-3-(4-methoxyphenyl)-8-azabicyclo[3.2.1]octane-8-carboxylic acid tert-butyl ester C(C)(C)(C)OC(=O)N1C2C(C(CC1CC2)C2=CC=C(C=C2)OC)CO